isoamyl acetate isoamyl-caproate C(CC(C)C)OC(CCCCC)=O.C(C)(=O)OCCC(C)C